C1(=CC=CC=C1)C(C1=CC=CC=C1)=NC=1C=CC(=C2C(=CNC12)C#N)CO 7-[(diphenylmethylene)amino]-4-(hydroxymethyl)-1H-indole-3-carbonitrile